ClC1=C(C=C2C(=NC(NC2=C1SCC(CO)C1=CC=C(C=C1)F)=O)O)C(F)(F)F 7-chloro-8-((2-(4-fluorophenyl)-3-hydroxypropyl)thio)-4-hydroxy-6-(trifluoromethyl)quinazolin-2(1H)-one